C1(CC1)NC(C(C)OC1=C(C=CC(=C1)OC)C=O)=O N-CYCLOPROPYL-2-(2-FORMYL-5-METHOXYPHENOXY)PROPANAMIDE